ClC1=C(C=CC(=C1)Cl)C=1C=C(NC1)C(=O)NC1CCCCCC1 4-(2,4-dichlorophenyl)-N-cycloheptyl-1H-pyrrole-2-carboxamide